N,N'-dibenzyl-1,3-propanediamine C1=CC=C(C=C1)CNCCCNCC2=CC=CC=C2